N1(CCC1)C(=O)C1=CC=C(COC=2C(C=C(OC2)CN2CC3=CC=C(C=C3C2)F)=O)C=C1 5-((4-(azetidine-1-carbonyl)benzyl)oxy)-2-((5-fluoroisoindolin-2-yl)methyl)-4H-pyran-4-one